[Si](C)(C)(C(C)(C)C)OC1=C(C=C(C=C1)/C=C/C(=O)C1=C(C=C(C=C1)O[Si](C1=CC=CC=C1)(C1=CC=CC=C1)C(C)(C)C)O)CC=C(C)C (E)-3-[4-[Tert-butyl(dimethyl)silyl]oxy-3-(3-methylbut-2-enyl)phenyl]-1-[4-[tert-butyl(diphenyl)silyl]oxy-2-hydroxyphenyl]prop-2-en-1-one